(2R,3R,4R)-2-(acetoxymethyl)-5-(4-(((S)-5,7-difluorochroman-4-yl)oxy)-6-(Dimethylcarbamoyl)-2-methyl-1H-benzo[d]imidazol-1-yl)tetrahydrofuran-3,4-diyl diacetate C(C)(=O)O[C@@H]1[C@H](OC([C@@H]1OC(C)=O)N1C(=NC2=C1C=C(C=C2O[C@H]2CCOC1=CC(=CC(=C21)F)F)C(N(C)C)=O)C)COC(C)=O